CC1=CC=C(C=N1)NC(=O)NC1=C2CCN(CC2=CC=C1)CCCC(=O)N 2-(5-{[(6-methyl(3-pyridyl))amino]carbonylamino}(2-1,2,3,4-tetrahydroisoquinolyl)ethyl)acetamide